5-chloro-6-(1-cyclopropyl-1H-pyrazol-4-yl)pyridin ClC=1C=CC=NC1C=1C=NN(C1)C1CC1